C(#N)C[C@@H]1N(CCN(C1)C1=NC(=NC(=C1)C(NC1=CC(=CC2=CC=CC=C12)OC)=O)OC[C@H]1N(CCC1)C(C)C)C(=O)OCC1=CC=CC=C1 benzyl (2S)-2-(cyanomethyl)-4-[2-[[(2S)-1-isopropylpyrrolidin-2-yl]methoxy]-6-[(3-methoxy-1-naphthyl)carbamoyl]pyrimidin-4-yl]piperazine-1-carboxylate